CN1C(=NC(=C1)C(F)(F)F)C1=CC(=C(C(=O)OC)C=C1)C=C methyl 4-[1-methyl-4-(trifluoromethyl)imidazol-2-yl]-2-vinyl-benzoate